tert-butyl 5-bromopyridine-2-carboxylate BrC=1C=CC(=NC1)C(=O)OC(C)(C)C